COC1=NC=C(C=C1C(=O)N)NC(C(N1[C@H](CC[C@@H](C1)C)C=1C=CC2=C(N=C(S2)[C@@H]2[C@H](CN(CC2)C)C)C1)=O)=O |o1:29,30| 2-methoxy-5-[[2-oxo-2-[(2R,5S)-5-methyl-2-[2-[rel-(3R,4S)-1,3-dimethyl-4-piperidyl]-1,3-benzothiazol-5-yl]-1-piperidyl]acetyl]amino]pyridine-3-carboxamide